FC(C=1C(=NC=CC1)N1C[C@@H](CCC1)CN1[C@@H]([C@H]([C@@H]([C@H](C1)OCC1=CC=CC=C1)OCC1=CC=CC=C1)OCC1=CC=CC=C1)C)(F)F 3-(trifluoromethyl)-2-((S)-3-(((2R,3R,4R,5S)-3,4,5-tris(benzyloxy)-2-methylpiperidin-1-yl)methyl)piperidin-1-yl)pyridine